tert-butyl (R)-(1-(2-(1-(cyclopropylmethyl)-1H-indol-2-yl)-3,3-dimethyl-3,4-dihydro-5-oxa-1,2a-diazaacenaphthylene-7-carbonyl)piperidin-3-yl)carbamate C1(CC1)CN1C(=CC2=CC=CC=C12)C1=NC=2C=C(C=C3OCC(N1C23)(C)C)C(=O)N2C[C@@H](CCC2)NC(OC(C)(C)C)=O